(2,4-Dimethylthiophen-3-yl)carbamic acid tert-butyl ester C(C)(C)(C)OC(NC1=C(SC=C1C)C)=O